OC1=C(C=C(C=C1)\C=C/C(=O)C1=CC=CC=C1)OC (Z)-3-(4-Hydroxy-3-methoxyphenyl)-1-phenylprop-2-en-1-one